4-oxaheptane-2-carboxamide CC(COCCC)C(=O)N